ClC=1C(=NN2C1C(NCC2)=O)C2=CC=NC1=CN=C(C=C21)NC(OC(C)(C)C)=O tert-butyl N-(4-{3-chloro-4-oxo-5H,6H,7H-pyrazolo[1,5-a]pyrazin-2-yl}-1,7-naphthyridin-6-yl)carbamate